tert-butyl 2-(5-methoxyindol-1-yl)-4-((4-(1-((2-(trimethylsilyl) ethoxy) methyl)-1H-pyrazol-4-yl) phenyl) amino)-5H-pyrrolo[3,4-d]Pyrimidine-6(7H)-carboxylate COC=1C=C2C=CN(C2=CC1)C=1N=C(C2=C(N1)CN(C2)C(=O)OC(C)(C)C)NC2=CC=C(C=C2)C=2C=NN(C2)COCC[Si](C)(C)C